FC(OC1=NC=NC(=C1C(=O)NC)OC)F 4-(difluoromethoxy)-6-methoxy-N-methylpyrimidine-5-carboxamide